ClC1=CNC2=NC=CC(=C21)CN2C(N(C(C2(C)C)=O)C2=CC=C(C=C2)SC(F)(F)F)=O 1-((3-chloro-1H-pyrrolo[2,3-b]pyridin-4-yl)methyl)-5,5-dimethyl-3-(4-((trifluoromethyl)thio)phenyl)imidazolidine-2,4-dione